bisphenol A-bis[tris(dimethylamino)sulfonium] salt CN(C)[S+](N(C)C)N(C)C.CN(C)[S+](N(C)C)N(C)C.OC1=CC=C(C=C1)C(C)(C)C1=CC=C(C=C1)O